C1(=CC=CC2=CC=CC=C12)NN N-(naphthalene-1-yl)hydrazine